tert-butyl (R)-3-((7-bromo-2-(((2R,7aS)-2-fluorotetrahydro-1H-pyrrolizin-7a(5H)-yl) methoxy)-6-(trifluoromethyl)pyrido[3,2-d]pyrimidin-4-yl)oxy)pyrrolidine-1-carboxylate BrC1=CC=2N=C(N=C(C2N=C1C(F)(F)F)O[C@H]1CN(CC1)C(=O)OC(C)(C)C)OC[C@]12CCCN2C[C@@H](C1)F